sodium dodecyl-benzene oxide sulfate S(=O)(=O)([O-])[O-].C(CCCCCCCCCCC)C12C(C=CC=C1)O2.[Na+].[Na+]